4-(hydroxymethyl)-1-methyl-pyrrolidin-2-one OCC1CC(N(C1)C)=O